bis(di-tert-butylmethoxysilylpropyl) tetrasulfide C(C)(C)(C)[Si](OC)(C(C)(C)C)CCCSSSSCCC[Si](OC)(C(C)(C)C)C(C)(C)C